N-(3-aminoindan-5-yl)-2-[3-methyl-5-(1-piperidylsulfonyl)indol-1-yl]propanamide NC1CCC2=CC=C(C=C12)NC(C(C)N1C=C(C2=CC(=CC=C12)S(=O)(=O)N1CCCCC1)C)=O